OC[C@H]1OC[C@@H]([C@H]([C@@H]1O)O)O (2R,3S,4R,5S)-2-(hydroxymethyl)tetrahydro-2H-pyran-3,4,5-triol